ClC1=CC(=C(C=C1OCC(C1=CC=C(C=C1)F)=O)N1C(C=2CCCCC2C1=O)=O)F 2-(4-chloro-2-fluoro-5-(2-oxo-2-(4-fluorophenyl)ethoxy)phenyl)-4,5,6,7-tetrahydro-1H-isoindole-1,3(2H)-dione